N[C@]1(CN(C[C@@H]1CCCB1OC(C(O1)(C)C)(C)C)S(N(C)CCNC(=O)OC(C)(C)C)(=O)=O)C(=O)O (3R,4S)-3-amino-1-(N-(2-((tert-butoxycarbonyl)amino)ethyl)-N-methylsulfamoyl)-4-(3-(4,4,5,5-tetramethyl-1,3,2-dioxaborolan-2-yl)propyl)pyrrolidine-3-carboxylic acid